(±)-trans-tert-butyl 4-chloro-2-((8-((6-(2-(ethoxycarbonyl)cyclopropyl)pyridin-2-yl)amino)-3,7-dimethyl-2,6-dioxo-2,3,6,7-tetrahydro-1H-purin-1-yl)methyl)-1H-indole-1-carboxylate ClC1=C2C=C(N(C2=CC=C1)C(=O)OC(C)(C)C)CN1C(N(C=2N=C(N(C2C1=O)C)NC1=NC(=CC=C1)[C@H]1[C@@H](C1)C(=O)OCC)C)=O |r|